C(C)OC=1C=C(C=CC1)C1=C(C=C(C(=O)N2CCN(CC2)C2=CC=C(N=N2)C(=O)NS(=O)(=O)C2=CC(=C(C=C2)NCCSC2=CC=CC=C2)C(F)(F)F)C=C1)C 6-[4-[4-(3-Ethoxyphenyl)-3-methylbenzoyl]piperazin-1-yl]-N-[4-(2-phenylsulfanylethylamino)-3-(trifluoromethyl)phenyl]sulfonylpyridazine-3-carboxamide